(2S)-N-(3-chloro-4-fluorophenyl)-N-methyl-1-[6-methyl-4-(trifluoromethyl)pyridin-2-yl]-5-oxopyrrolidine-2-carboxamide ClC=1C=C(C=CC1F)N(C(=O)[C@H]1N(C(CC1)=O)C1=NC(=CC(=C1)C(F)(F)F)C)C